N1=C2C(=CC=C1)C(NC2)=O 6,7-dihydropyrrolo[3,4-b]pyridin-5-one